3-(2-fluoroethyl)-1,5-dimethylpyrazol-4-amine FCCC1=NN(C(=C1N)C)C